2-(4-bromophenyl)-1H-imidazole-1-carboxylic acid tert-butyl ester C(C)(C)(C)OC(=O)N1C(=NC=C1)C1=CC=C(C=C1)Br